N-(1,1-Dimethylcyclopentan-3-yl)-4,5-difluoro-6-methyl-1H-pyrrolo[2,3-b]pyridine-2-carboxamide CC1(CC(CC1)NC(=O)C1=CC=2C(=NC(=C(C2F)F)C)N1)C